N-(3-(((2-((4-(((2-(2,6-dioxopiperidin-3-yl)-1-oxoisoindoline-5-yl)methyl)amino)phenyl)amino)-5-(trifluoromethyl)pyrimidin-4-yl)amino)methyl)phenyl)-N-methylmethanesulfonamide O=C1NC(CCC1N1C(C2=CC=C(C=C2C1)CNC1=CC=C(C=C1)NC1=NC=C(C(=N1)NCC=1C=C(C=CC1)N(S(=O)(=O)C)C)C(F)(F)F)=O)=O